N-[2-[(1-Cyano-1-methylethyl)carbamoyl]-4-pyridyl]-3-phenyl-isoxazol C(#N)C(C)(C)NC(=O)C1=NC=CC(=C1)N1OC=CC1C1=CC=CC=C1